C(#N)C=1C(=NN2C1N=CC=C2C2CCN(CC2)C(=O)OC(C)(C)C)C2=CC=C1C=CC(=NC1=C2)C2=CC=CC=C2 tert-butyl 4-(3-cyano-2-(2-phenylquinolin-7-yl)pyrazolo[1,5-a]pyrimidin-7-yl)piperidine-1-carboxylate